CS(=O)(=O)NC1=CC=C(C=C1)C1CCN(CC1)C(=O)OC(C)(C)C tert-butyl 4-(4-(methylsulfonamido)phenyl)piperidine-1-carboxylate